7-methoxybenzo[d]oxazol COC1=CC=CC=2N=COC21